COC([C@H](CC1=CC=C(C=C1)OC)NC([C@H](C)NCCN1C=COC=CC1=O)=O)=O (S)-3-(4-methoxyphenyl)-2-((S)-2-((2-(5-oxo-1,4-oxazepin-4-yl)ethyl)amino)propionamido)propanoic acid methyl ester